(R)-(4-(4-(difluoromethyl)pyrazolo[1,5-a]pyridin-2-yl)-6,7-dihydro-1H-imidazo[4,5-c]pyridin-5(4H)-yl)(5-(pyridin-2-yl)-1,3,4-oxadiazol-2-yl)methanone FC(C=1C=2N(C=CC1)N=C(C2)[C@@H]2N(CCC1=C2N=CN1)C(=O)C=1OC(=NN1)C1=NC=CC=C1)F